4-(5-(difluoromethyl)-1,3,4-thiadiazol-2-yl)-N-(1-(fluoromethyl)cyclopropyl)-8-(4-isobutyrylpiperazin-1-yl)-2-methylquinazoline-6-sulfonamide FC(C1=NN=C(S1)C1=NC(=NC2=C(C=C(C=C12)S(=O)(=O)NC1(CC1)CF)N1CCN(CC1)C(C(C)C)=O)C)F